C1(=CC=CC2=CC=CC=C12)C1=CC=C(C=C1)C=1C=CC=2N(C3=CC=CC=C3C2C1)C1=CC=CC=C1 3-[4-(1-naphthyl)phenyl]-9-phenyl-9H-carbazol